BrC=1C=CC2=C(C3=C(OC2)C=C(C=C3)O)C1 9-bromo-6H-dibenzo[b,d]pyran-3-ol